C1(=CC=CC=C1)C1=CSC=2C3=C(N(SC21)C2=CC=CC=C2)SC=C3 3,5-diphenyl-dithienothiazine